tert-Butyl (2S,5R)-4-(5-(2-fluorophenyl)-7-tosyl-7H-pyrrolo[2,3-d]pyrimidin-4-yl)-2,5-dimethylpiperazine-1-carboxylate FC1=C(C=CC=C1)C1=CN(C=2N=CN=C(C21)N2C[C@@H](N(C[C@H]2C)C(=O)OC(C)(C)C)C)S(=O)(=O)C2=CC=C(C)C=C2